FC1(CN(CCC1)CC[C@@H](CC(=O)O)NC(=O)C1=NN(C(=C1)C1=C(C=CC=C1)C(F)(F)F)C1=NC=C(C=C1)F)F (3S)-5-(3,3-difluoropiperidin-1-yl)-3-{[1-(5-fluoropyridin-2-yl)-5-[2-(trifluoromethyl)phenyl]-1H-pyrazol-3-yl]formamido}pentanoic acid